2-bromo-1-(5-fluoropyridin-2-yl)ethane BrCCC1=NC=C(C=C1)F